FC=1C=C2CN(CC2=CC1)C(=O)NC1=CC=C(C=C1)C1CCN(CC1)C(C(=O)NCC(C)(C)O)=O 5-fluoro-N-(4-(1-(2-((2-hydroxy-2-methylpropyl)amino)-2-oxoacetyl)piperidin-4-yl)phenyl)isoindoline-2-carboxamide